ClC=1C=CC=C2C=C(NC12)C(=O)N1CC2(CC(C2)(F)F)CC1C(=O)N[C@H](C(=O)OC)C[C@H]1C(NCCC1)=O (2S)-methyl 2-(6-(7-chloro-1H-indole-2-carbonyl)-2,2-difluoro-6-azaspiro[3.4]octane-7-carboxamido)-3-((S)-2-oxopiperidin-3-yl)propanoate